N-(5-(hydroxymethyl)-8-((methyl-d3)amino)-2,7-naphthyridin-3-yl)cyclopropanecarboxamide OCC1=C2C=C(N=CC2=C(N=C1)NC([2H])([2H])[2H])NC(=O)C1CC1